N-(4-{[3-(3-cyanophenyl)-1-{[2-(trimethylsilyl)ethoxy]methyl}-1H-pyrrolo[2,3-b]pyridin-4-yl]oxy}-3,5-difluorophenyl)-N'-[(3-methyloxetan-3-yl)methyl]urea C(#N)C=1C=C(C=CC1)C1=CN(C2=NC=CC(=C21)OC2=C(C=C(C=C2F)NC(=O)NCC2(COC2)C)F)COCC[Si](C)(C)C